COC(=O)C=1C=2N(C=CC1)C(=CN2)Br 3-bromoimidazo[1,2-a]Pyridine-8-carboxylic acid methyl ester